(S)-4-(6-(6-ethoxy-2-methylpyrazolo[1,5-a]pyridine-5-carboxamido)pyridazin-3-yl)-2-methylpiperazine-1-carboxylic acid tert-butyl ester C(C)(C)(C)OC(=O)N1[C@H](CN(CC1)C=1N=NC(=CC1)NC(=O)C1=CC=2N(C=C1OCC)N=C(C2)C)C